3,4-dichloro-methyl-1H-pyrrole-2-carboxylic acid ClC1=C(N(C=C1Cl)C)C(=O)O